(R)-2-((S)-1-(2-ethyl-6-(1-methyl-5-(((methyl(propyl)carbamoyl)oxy)methyl)-1H-1,2,3-triazol-4-yl)pyridin-3-yl)pyrrolidin-3-yl)butanoic acid C(C)C1=NC(=CC=C1N1C[C@@H](CC1)[C@H](C(=O)O)CC)C=1N=NN(C1COC(N(CCC)C)=O)C